Chol-yne C#CC[C@@H](C)[C@H]1CC[C@H]2[C@@H]3CCC4CCCC[C@]4(C)[C@H]3CC[C@]12C